BrC=1C=CC(=C(C1)C1=C(C=NN1COCC[Si](C)(C)C)N)OC(F)F 5-(5-bromo-2-(difluoromethoxy)phenyl)-1-((2-(trimethylsilyl)ethoxy)methyl)-1H-pyrazol-4-amine